Phenyl (5-chloro-4,6-dimethylisoxazolo[5,4-b]pyridin-3-yl)carbamate ClC=1C(=C2C(=NC1C)ON=C2NC(OC2=CC=CC=C2)=O)C